2-bromo-5-methyl-4H,5H-thieno[2,3-d]pyridazin-4-one BrC1=CC2=C(C=NN(C2=O)C)S1